C(C=C)S(=O)(=O)CCS(=O)(=O)F 2-(allylsulfonyl)ethanesulfonyl fluoride